N-((1-cyanopyrrolidin-3-yl)methyl)-N-methyl-1H-1,2,4-triazole-3-carboxamide C(#N)N1CC(CC1)CN(C(=O)C1=NNC=N1)C